2-(4-tert-butylpiperazin-1-yl)-3-chloro-aniline C(C)(C)(C)N1CCN(CC1)C1=C(N)C=CC=C1Cl